2-amino-3-(pyren-1-yl)propanoic acid NC(C(=O)O)CC1=CC=C2C=CC3=CC=CC4=CC=C1C2=C34